[4-(hydroxyamino)-3-(4-methanesulfonylphenyl)-1-methyl-5-oxo-4,5-dihydro-1H-pyrazol-4-yl]acetic acid methyl ester COC(CC1(C(=NN(C1=O)C)C1=CC=C(C=C1)S(=O)(=O)C)NO)=O